4-(3,5-Dichloroanilino)-N-methyl-3-(1-methylimidazol-4-yl)benzenesulfonamide ClC=1C=C(NC2=C(C=C(C=C2)S(=O)(=O)NC)C=2N=CN(C2)C)C=C(C1)Cl